1-phenylcarbonyl-4-(2-methyltelluro-propyl)benzene C1(=CC=CC=C1)C(=O)C1=CC=C(C=C1)CC(C)[Te]C